(S)-2-(2-hydroxymethyl-pyrrolidin-1-yl)acetonitrile OC[C@H]1N(CCC1)CC#N